C(C=C)(=O)N1[C@H](CN(CC1)C1=NC(=NC=2CC(CCC12)N1CCCC2=CC=CC=C12)NC1CCN(CC1)C(=O)OC(C)(C)C)CC#N tert-Butyl 4-((4-((S)-4-acryloyl-3-(cyanomethyl)piperazin-1-yl)-7-(3,4-dihydroquinolin-1(2H)-yl)-5,6,7,8-tetrahydroquinazolin-2-yl)amino)piperidine-1-carboxylate